CC(CC(=O)ONC(OCC(Cl)(Cl)Cl)=O)(C)C 2,2,2-Trichloroethyl ((3,3-dimethylbutanoyl)oxy)carbamate